BrC=1C2=C(C=NC1)N=CN2C2=CC(=C(C(=C2)OC)OC)OC 7-bromo-1-(3,4,5-trimethoxyphenyl)-1H-imidazo[4,5-c]pyridine